5-(piperazin-1-yl)isoindoline-1,3-dione N1(CCNCC1)C=1C=C2C(NC(C2=CC1)=O)=O